methyl 4-(2-amino-5-methoxyphenyl)-3-[(tert-butoxycarbonyl)amino]-butanoate NC1=C(C=C(C=C1)OC)CC(CC(=O)OC)NC(=O)OC(C)(C)C